methyl (R)-3-acetamido-5-((1-(naphthalen-1-yl)ethyl)carbamoyl)benzoate C(C)(=O)NC=1C=C(C(=O)OC)C=C(C1)C(N[C@H](C)C1=CC=CC2=CC=CC=C12)=O